4-(2,6-difluoro-4-nitrophenoxy)-6-methoxy-7-(trifluoromethoxy)quinoline FC1=C(OC2=CC=NC3=CC(=C(C=C23)OC)OC(F)(F)F)C(=CC(=C1)[N+](=O)[O-])F